(S)-(3-hydroxy-1-(3-(trifluoromethoxy)phenyl)propyl)carbamic acid tert-butyl ester C(C)(C)(C)OC(N[C@@H](CCO)C1=CC(=CC=C1)OC(F)(F)F)=O